C(C)N1C(=NN(C1=O)C=1C=C2C(=CN(C(C2=CC1F)=O)C1=C(C=CC(=C1)F)C)C(C)C)CO 6-(4-Ethyl-3-(hydroxymethyl)-5-oxo-4,5-dihydro-1H-1,2,4-triazol-1-yl)-7-fluoro-2-(5-fluoro-2-methylphenyl)-4-isopropylisoquinolin-1(2H)-one